2-(4-(4-butyl-1H-1,2,3-triazol-1-yl)phenyl)-5-(4-isopropoxyphenyl)-1,3,4-oxadiazole C(CCC)C=1N=NN(C1)C1=CC=C(C=C1)C=1OC(=NN1)C1=CC=C(C=C1)OC(C)C